8-chloro-chromen-4-one ClC=1C=CC=C2C(C=COC12)=O